FC1=C(C=CC=C1)NC(N(C)C1=CC=2OC(C(=CC2S1)C(=O)O)=O)=O 2-(3-(2-fluorophenyl)-1-methylureido)-5-oxo-5H-thieno[3,2-b]pyran-6-carboxylic acid